The molecule is a meroterpenoid that is (4R)-octa-2,7-dien-4-ol substituted at positions 2 and 6 by methyl and methylidene groups respectively. It has a role as an animal metabolite. It is a meroterpenoid, a secondary alcohol and an olefinic compound. CC(=C[C@@H](CC(=C)C=C)O)C